C1(=CC=CC=C1)[C@H]1N(CC1)S(=O)(=O)N1C[C@H](CCC1)C(=O)N1[C@H](CCC1)C(=O)NCC1=CC=C(C=C1)C(F)(F)F 1-(((3S)-1-(((2S)-2-phenyl-1-azetidinyl)sulfonyl)-3-piperidinyl)carbonyl)-N-(4-(trifluoromethyl)benzyl)-D-prolinamide